{7-[2-(methylsulfonyl)ethyl]-6,7,8,9-tetrahydro-3H-pyrrolo[3,2-f]isoquinolin-2-yl}methanone CS(=O)(=O)CCN1CC2=CC=C3C(=C2CC1)C=C(N3)C=O